N-(3-bromo-2-fluoro-phenyl)-5-(3,5-dichlorophenyl)-5-(trifluoromethyl)-4H-isoxazol-3-amine BrC=1C(=C(C=CC1)NC1=NOC(C1)(C(F)(F)F)C1=CC(=CC(=C1)Cl)Cl)F